(S)-2-((tert-butoxycarbonyl)amino)-3-(3,5-difluoro-4-hydroxyphenyl)propionic acid C(C)(C)(C)OC(=O)N[C@H](C(=O)O)CC1=CC(=C(C(=C1)F)O)F